Cl.C(C)OC=1C=CC(=C(C1)C=1C=C2C(=NNC2=CC1)NC(=O)[C@H]1CNCCC1)F (3R)-N-[5-(5-ethoxy-2-fluorophenyl)-1H-indazol-3-yl]piperidine-3-carboxamide hydrochloride